5,7-dimethoxy-1'-hydroxy-carbonylethyl-3',3'-dimethyl-spiro[2H-1,4-benzoxazine-2,2'-indoline] COC1=CC(=CC2=C1N=CC1(N(C3=CC=CC=C3C1(C)C)CCC(=O)O)O2)OC